tert-butyl 4-[2-[[3-amino-4-(trifluoromethoxy)phenyl]sulfonylamino]-2-(4-chlorophenyl)ethyl]piperazine-1-carboxylate NC=1C=C(C=CC1OC(F)(F)F)S(=O)(=O)NC(CN1CCN(CC1)C(=O)OC(C)(C)C)C1=CC=C(C=C1)Cl